N2-[4-(4-methylpiperazin-1-yl)phenyl]pyrimidine-2,4-diamine CN1CCN(CC1)C1=CC=C(C=C1)NC1=NC=CC(=N1)N